O1C(C1)CCOCCC1OC1 bis(2-oxiranylethyl)ether